N1N=C(C2=CC=CC=C12)C1=CC=C2CCN(C2=C1)C(/C=C/C(=O)[O-])=O (2E)-4-[6-(1H-indazol-3-yl)-2,3-dihydroindol-1-yl]-4-oxobut-2-enoate